ethyl 6-(2-bromo-4,5-dimethoxyphenyl)-1-(4-methylpent-1-en-3-yl)-4-oxo-1,4-dihydropyridine-3-carboxylate BrC1=C(C=C(C(=C1)OC)OC)C1=CC(C(=CN1C(C=C)C(C)C)C(=O)OCC)=O